3-[2,3-difluoro-4-[4-(4-methylpiperazin-1-yl)-1-piperidinyl]anilino]-5-(methylamino)-6-(3-methylimidazo[4,5-c]pyridin-7-yl)pyrazine-2-carboxamide FC1=C(NC=2C(=NC(=C(N2)NC)C=2C3=C(C=NC2)N(C=N3)C)C(=O)N)C=CC(=C1F)N1CCC(CC1)N1CCN(CC1)C